2,4-dibutyl-1,2,4-thiadiazole-3,5-dione C(CCC)N1SC(N(C1=O)CCCC)=O